NC(C[C@@H](C#C)NC(=O)[C@H]1N(CC2(CC2)C1)C(=O)C1(CC1)C1=CC=C(C=C1)OC(F)(F)F)=O (6S)-N-[(1S)-1-(2-amino-2-oxo-ethyl)prop-2-ynyl]-5-[1-[4-(trifluoromethoxy)-phenyl]-cyclopropanecarbonyl]-5-azaspiro[2.4]heptane-6-carboxamide